2-[(2E)-2-(aminomethyl)-3-fluoroprop-2-en-1-yl]-4-{3-methyl-5-[4-(piperazin-1-yl)phenyl]pyridin-2-yl}-2,4-dihydro-3H-1,2,4-triazol-3-one hydrochloride Cl.NC/C(/CN1N=CN(C1=O)C1=NC=C(C=C1C)C1=CC=C(C=C1)N1CCNCC1)=C\F